methyl-guanosine C[C@@]1([C@H](O)[C@H](O)[C@@H](CO)O1)N1C=NC=2C(=O)NC(N)=NC12